tert-butyl ((2-(6-((cis)-2,6-dimethylmorpholino)-4,5-dimethylpyridin-2-yl)-1,6-naphthyridin-7-yl)methyl)carbamate C[C@@H]1O[C@@H](CN(C1)C1=C(C(=CC(=N1)C1=NC2=CC(=NC=C2C=C1)CNC(OC(C)(C)C)=O)C)C)C